1-pivaloyl-indole C(C(C)(C)C)(=O)N1C=CC2=CC=CC=C12